C(CCCCCCCC)NC(C(=O)OO)CCCC=O nonylamino-6-oxoperoxyhexanoic acid